7-amino-6-(benzo[b]thiophen-3-yl)pyrazolo[1,5-a]pyrimidine-3-carbonitrile NC1=C(C=NC=2N1N=CC2C#N)C=2C1=C(SC2)C=CC=C1